N-methyl-3-[4-(trifluoromethyl)phenyl]propanamid CNC(CCC1=CC=C(C=C1)C(F)(F)F)=O